Cl.C(C)OC(C(C([C@H](CC)C)=O)N)=O.COC(=O)C1=CC2=CC=C(C=C2C=C1)C(=O)OC 2,6-bis(methoxycarbonyl)naphthalene ethyl-(4S)-2-amino-4-methyl-3-oxohexanoate hydrochloride